(+/-)-8-((3R,4S)-4-((5-Isopropoxypyridin-2-yl)oxy)-3-methylpiperidin-1-yl)-5-methyl-6-oxo-5,6-dihydro-1,5-naphthyridin-2-carbonitril C(C)(C)OC=1C=CC(=NC1)O[C@@H]1[C@@H](CN(CC1)C1=CC(N(C=2C=CC(=NC12)C#N)C)=O)C |r|